C(C)(=O)C1=CC=C(C=C1)N=NC(C(=O)N)=C1NC(CC2=CC=CC=C12)(C)C 2-[2-(4-acetylphenyl)diazenyl]-2-(3,4-dihydro-3,3-dimethyl-1(2H)-isoquinolinylidene)-acetamide